C(C)(C)C1=C(C=CC=C1)C1N(C(CN(C1)C1CCOCC1)=O)C1CC2(C1)CCN(CC2)C(=O)OC(C)(C)C tert-butyl 2-(2-(2-isopropylphenyl)-6-oxo-4-(tetrahydro-2H-pyran-4-yl) piperazin-1-yl)-7-azaspiro[3.5]nonane-7-carboxylate